1-[6-[5-(6-chloro-1H-indazol-4-yl)-1-methyl-4-(1-methylindazol-5-yl)imidazol-2-yl]-2-azaspiro[3.3]heptan-2-yl]prop-2-en-1-one ClC1=CC(=C2C=NNC2=C1)C1=C(N=C(N1C)C1CC2(CN(C2)C(C=C)=O)C1)C=1C=C2C=NN(C2=CC1)C